ClC1=C(C(=CC=C1)F)C1=NOC(=C1C(=O)N[C@H]1C[C@H](CCC1)NC1=CC(=NC2=CC=CC=C12)C(F)(F)F)C 3-(2-chloro-6-fluorophenyl)-5-methyl-N-[(1r,3s)-3-{[2-(trifluoromethyl)quinolin-4-yl]amino}cyclohexyl]-1,2-oxazole-4-carboxamide